O[C@@H](CN1C[C@@H](CCC1)COC1=NC(=C(C=2N1C=CN2)C2=CC1=C(N(C(O1)=O)C)C=C2)C2=CC=C(C#N)C=C2)C 4-[5-({(3R)-1-[(2R)-2-hydroxypropyl]piperidin-3-yl}methoxy)-8-(3-methyl-2-oxo-2,3-dihydro-1,3-benzoxazol-6-yl)imidazo[1,2-c]pyrimidin-7-yl]benzonitrile